3-Fluoro-4-(4-nitro-2-(trifluoromethyl)phenoxy)piperidine FC1CNCCC1OC1=C(C=C(C=C1)[N+](=O)[O-])C(F)(F)F